BrC=1C=C(C=CC1)C1=CC=CC2=CC=CC=C12 1-(3-bromophenyl)naphthalene